1-(6-chloropyrimidin-4-yl)pyrrolidin-2-one ClC1=CC(=NC=N1)N1C(CCC1)=O